[Rh+]=O Rhodium(III) oxid